(3R,4S,5S)-3-(3,4-difluoro-2-methoxyphenyl)-4-methoxy-5-methyltetrahydrofuran-2-yl acetate C(C)(=O)OC1O[C@H]([C@H]([C@H]1C1=C(C(=C(C=C1)F)F)OC)OC)C